2-amino-3-methylaminobutyric acid NC(C(=O)O)C(C)NC